tert-butyl 4-(3-nitro-1H-pyrrolo[3,2-b]pyridin-5-yl)piperazine-1-carboxylate [N+](=O)([O-])C1=CNC=2C1=NC(=CC2)N2CCN(CC2)C(=O)OC(C)(C)C